F\C(=C/F)\C1=C(C(C(=C1F)F)(F)F)F (Z)-2-(1,2-difluorovinyl)-1,3,4,5,5-pentafluorocyclopenta-1,3-diene